[N+](=O)([O-])C=1C=C(C=CC1NCCOC1=CC=CC=C1)S(=O)(=O)N 3-nitro-4-(phenoxyethylamino)benzenesulfonamide